N[C@@H](CCC(=O)O)C(=O)O.N[C@@H](CO)C(=O)O Serine (Glutamate)